C(C)(C)(C)N1N=C(C=C1NN1C(C2=CC=CC=C2C1=O)=O)[C@@H]1C[C@@H](CC1)O ((1-(tert-butyl)-3-((1S,3R)-3-hydroxycyclopentyl)-1H-pyrazol-5-yl)amino)isoindoline-1,3-dione